C(#C)C1=NN=C(S1)N 5-ethynyl-1,3,4-thiadiazol-2-amine